3-(2-methoxyethyl)-6-nitro-2-(piperidine-1-carbonyl)quinazolin-4(3H)-one COCCN1C(=NC2=CC=C(C=C2C1=O)[N+](=O)[O-])C(=O)N1CCCCC1